3-((R)-4-amino-6-((R)-1-oxa-6-azaspiro[3.4]octan-6-yl)pyrido[3,4-d]pyrimidin-8-yl)-2,4-dimethylphenol NC=1C2=C(N=CN1)C(=NC(=C2)N2C[C@]1(CCO1)CC2)C=2C(=C(C=CC2C)O)C